C1(CC1)N1CC(CC1=O)NC(=O)NC1=C(C=CC=C1)F 1-(1-cyclopropyl-5-oxopyrrolidin-3-yl)-3-(2-fluorophenyl)urea